cyclohepta[1,2-b]thiophen-8-one S1C2=C(C=C1)C=CC=CC2=O